(R)-tert-butyl 3-(3-methyl-1,5,6,8-tetraazaacenaphthylen-5(1H)-yl)piperidine-1-carboxylate CC=1C2=CNC=3N=CN=C(N(C1)[C@H]1CN(CCC1)C(=O)OC(C)(C)C)C32